TRIS(2-BUTOXYETHYL)PHOSPHATE C(CCC)OCCOP(=O)(OCCOCCCC)OCCOCCCC